2-amino-3-(3,5-difluoro-4-hydroxyphenyl)propanoic acid NC(C(=O)O)CC1=CC(=C(C(=C1)F)O)F